4-((4-(trifluoromethyl)pyridin-2-yl)carbamoyl)benzoic acid FC(C1=CC(=NC=C1)NC(=O)C1=CC=C(C(=O)O)C=C1)(F)F